5α-cholesta-8(9),24-dien-3β-ol CC(C)=CCC[C@@H](C)[C@H]1CC[C@H]2C=3CC[C@H]4C[C@H](CC[C@]4(C)C3CC[C@]12C)O